arabinopentose O=C[C@@H](O)[C@H](O)[C@H](O)CO